BrC1=NC=CC(=C1)N1C[C@H]2C([C@@H](C1)C2)CCCCCCOC2OCCCC2 (1R,5S,6r)-3-(2-bromopyridin-4-yl)-6-[6-(oxan-2-yloxy)hexyl]-3-azabicyclo[3.1.1]heptane